(R)-N-(5-(5-(difluoromethyl)-1,2,4-oxadiazol-3-yl)-2,3-dihydro-1H-inden-1-yl)-1-(2-hydroxyethyl)-5-methyl-1H-pyrazole-4-carboxamide FC(C1=NC(=NO1)C=1C=C2CC[C@H](C2=CC1)NC(=O)C=1C=NN(C1C)CCO)F